CC1=C(C(=O)OC)C=C(C=C1)OCCN1CCOCC1 methyl 2-methyl-5-(2-morpholinoethoxy)benzoate